2-[2-methyl-4-[1-tetrahydropyran-2-yl-3-(2-triisopropylsilylethynyl)indazol-5-yl]pyrazol-3-yl]oxy-propan-1-amine CN1N=CC(=C1OC(CN)C)C=1C=C2C(=NN(C2=CC1)C1OCCCC1)C#C[Si](C(C)C)(C(C)C)C(C)C